4-(1-(5-(1-ethyl-1H-pyrazol-4-yl)pyrimidin-2-yl)piperidin-4-yl)-7-fluoro-1-methyl-1,4-Dihydropyrido[2,3-b]pyrazine-2,3-dione C(C)N1N=CC(=C1)C=1C=NC(=NC1)N1CCC(CC1)N1C2=C(N(C(C1=O)=O)C)C=C(C=N2)F